1-((5-amino-7-methoxy-[1,2,4]triazolo[1,5-c]quinazolin-2-yl)methyl)-3-isopropyl-1-(4-(trifluoromethyl)benzyl)urea NC1=NC=2C(=CC=CC2C=2N1N=C(N2)CN(C(=O)NC(C)C)CC2=CC=C(C=C2)C(F)(F)F)OC